(1r,2'S,4S)-4-(3-chloroanilino)-2'-{3-[(6-methyl-1H-indol-4-yl)oxy]propyl}-2',3'-dihydrospiro[cyclohexane-1,1'-indene]-4-carboxylic acid ClC=1C=C(NC2(CCC3([C@H](CC4=CC=CC=C34)CCCOC3=C4C=CNC4=CC(=C3)C)CC2)C(=O)O)C=CC1